C(C)(C)(C)OC(=O)N1CCC(CC1)N(C)C1CC1 4-(cyclopropyl-(methyl)amino)piperidine-1-carboxylic acid tert-butyl ester